[N+](=O)([O-])C=1C(OC2=CC=CC=C2C1)=O Nitrocoumarin